S1C(=CC=C1)C(CCC(=O)C=1C=NC=CC1)=O 1-(2-Thienyl)-4-(3-Pyridyl)-1,4-Butanedione